C[C@@H](C(=O)N[C@@H](CC(=O)O)C(=O)N[C@@H](CO)C(=O)O)N The molecule is a tripeptide composed of L-alanine, L-aspartic acid, and L-serine joined in sequence by peptide linkages. It has a role as a metabolite. It derives from a L-alanine, a L-aspartic acid and a L-serine.